COC1=CC=C(C=C1)C(C1C(O1)C1=CC=CC=C1)=O 1-(4-methoxy-phenyl)-3-phenyl-2,3-epoxy-1-propanone